2-[(2-ethoxyethyl)oxy]ethan-1-ol tert-butyl-(2S,4R)-4-[tert-butyl(dimethyl)silyl]oxy-2-[1-[(1R)-1-(1-naphthyl)ethyl]imidazol-2-yl]pyrrolidine-1-carboxylate C(C)(C)(C)[C@]1(N(C[C@@H](C1)O[Si](C)(C)C(C)(C)C)C(=O)OCCOCCOCC)C=1N(C=CN1)[C@H](C)C1=CC=CC2=CC=CC=C12